NC1=C(SC2=NC(=CC=C21)C)C(=O)NC2CC=1C(=NC(=CC1)N1CC3(OC(C(O3)C)C)C(C1)N)OC2 3-amino-N-(7-{9-amino-2,3-dimethyl-1,4-dioxa-7-azaspiro[4.4]nonan-7-yl}-2H,3H,4H-pyrano[2,3-b]pyridin-3-yl)-6-methylthieno[2,3-b]pyridine-2-carboxamide